Cl.C1(=CC=CC=C1)N(CCN)C1=CC=CC=C1 N,N-diphenyl-ethylenediamine hydrochloride